1-[3,5-Bis(trifluoromethyl)phenyl]-5-oxopyrrolidin FC(C=1C=C(C=C(C1)C(F)(F)F)N1CCCC1=O)(F)F